BrC1=C(C2=C(OCCN2)N=C1)Cl 7-bromo-8-chloro-1H,2H,3H-pyrido[2,3-b][1,4]oxazine